C1(=CC=CC=C1)C=1OC(=CN1)C1=CC=CC2=CC=CC=C12 4-(2-phenyloxazol-5-yl)naphthalene